[C@H]1([C@@H](CCCC1)N)N (1S,2R)-cyclohexane-1,2-diamine